11-Benzyl-3-ethyl-11H-imidazo[1',2':1,2]pyrido[3,4-b]indole C(C1=CC=CC=C1)N1C2=C(C3=CC=CC=C13)C=CN1C2=NC=C1CC